FC1=CC=C2C=CCC(C2=C1)(C)C 7-fluoro-1,1-dimethyl-1,2-dihydronaphthalene